N-(4-(2-(benzo[d][1,3]dioxol-5-yl)vinyl)thiazol-2-yl)-1-(pyridin-4-ylmethyl)-1H-pyrrole-2-carboxamide O1COC2=C1C=CC(=C2)C=CC=2N=C(SC2)NC(=O)C=2N(C=CC2)CC2=CC=NC=C2